N1C(=O)C=CC2=CC=CC=C12 carbostyril